ClC1=C(C(=O)N(C(C)C2OCC2)C2CC2)C=C(C=N1)C=1C=NN(C1)C1=C(C=C(C=C1Cl)C(C(F)(F)F)(C(F)(F)F)F)Cl 2-chloro-N-cyclopropyl-5-(1-(2,6-dichloro-4-(perfluoropropan-2-yl)phenyl)-1H-pyrazol-4-yl)-N-(1-(oxetan-2-yl)ethyl)nicotinamide